4-hydroxy-4-((trimethylsilyl)ethynyl)piperidine-1-carboxylic acid tert-butyl ester C(C)(C)(C)OC(=O)N1CCC(CC1)(C#C[Si](C)(C)C)O